2-(tert-Butoxycarbonyl)-N6-(4-(thiophen-2-yl)-2H-1,2,3-triazole-2-carbonyl)-L-lysine tert-butyl ester C(C)(C)(C)OC(C(N)(CCCCNC(=O)N1N=CC(=N1)C=1SC=CC1)C(=O)OC(C)(C)C)=O